NC1CC2(CN(C2)C(C)=O)C1 1-(6-amino-2-azaspiro[3.3]heptan-2-yl)ethan-1-one